O[C@@H]1[C@@H](C[C@@H](CC1)NC(=S)NC(OC(C)(C)C)=O)C |r| tert-Butyl N-{[rac-(1R,3R,4S)-4-hydroxy-3-methylcyclohexyl]carbamothioyl}carbamate